4-chloro-2-iodo-1-{[2-(trimethylsilyl)ethoxy]methyl}-1H-pyrrolo[3,2-c]pyridine ClC1=NC=CC2=C1C=C(N2COCC[Si](C)(C)C)I